CC1=C(C(=CC(=C1CCl)C)C(C)(C)C)O 2,4-dimethyl-3-chloromethyl-6-tert-butylphenol